ClC=1C=CC2=C(C1F)COC=1N=C(SC12)N(C1CC(NC(C1)(C)C)(C)C)C 7-chloro-6-fluoro-N-methyl-N-(2,2,6,6-tetramethylpiperidin-4-yl)-5H-isochromeno[3,4-d]thiazol-2-amine